3,9-di(10H-phenoxazin-10-yl)-7H-benzo[de]anthracen-7-one C1=CC=CC=2OC3=CC=CC=C3N(C12)C=1C=CC2=C3C1C=CC=C3C(C=3C=C(C=CC23)N2C3=CC=CC=C3OC=3C=CC=CC23)=O